ethyl trans-(1R,2R)-2-aminocyclohexanecarboxylate hydrochloride Cl.N[C@H]1[C@@H](CCCC1)C(=O)OCC